1-(2-ethynylphenyl)-4-m-chlorophenyl-3-butyn-1-ol C(#C)C1=C(C=CC=C1)C(CC#CC1=CC(=CC=C1)Cl)O